C(CC)[C@@H]1CC[C@@H](N1)[C@H](O)C=1C=NC=C(C1)F (R)-[(2R,5R)-5-propyl-2-pyrrolidInyl](5-fluoro-3-pyridyl)methanol